C(C(C)C)C=C(C(=O)[O-])C#N isobutylcyanoacrylate